2-methoxy-N-[(E)-[5-(trifluoromethyl)-2-pyridyl]methyleneamino]acetamide COCC(=O)N/N=C/C1=NC=C(C=C1)C(F)(F)F